C[Si]1(N(CCC1)CC(=O)OCC)C 2,2-dimethyl-1-(ethoxycarbonyl)methyl-1-aza-2-silacyclopentane